FC1=C(C#N)C=CC(=C1)C1=NC=2C(=NC=CC2N2CC3(C2)CNC3)N1C1=C(C=C(C=C1)N1CC(CC1)OC)F 2-Fluoro-4-(3-(2-fluoro-4-(3-methoxypyrrolidin-1-yl)phenyl)-7-(2,6-diazaspiro[3.3]heptan-2-yl)-3H-imidazo[4,5-b]pyridin-2-yl)benzonitrile